5-CHLORO-4-FORMYL-1-METHYL-1H-PYRROLE-3-CARBOXYLIC ACID ClC1=C(C(=CN1C)C(=O)O)C=O